N,N-dimethyl-1-(1H-1,2,4-triazol-1-yl)methanamine CN(CN1N=CN=C1)C